2'-chloro-6-cyclopropoxy-5'-methoxy-N-(5-methoxy-1,3,4-thiadiazol-2-yl)-(4,4'-bipyridine)-3-carboxamide ClC1=NC=C(C(=C1)C1=C(C=NC(=C1)OC1CC1)C(=O)NC=1SC(=NN1)OC)OC